tert-butyl (3s,4s)-4-cyclopropyl-4-(2-(5-cyclopropyl-4-fluoro-3,3-dimethyl-2-oxoindol-1-yl) acetamido)-3-methylbutanoate C1(CC1)[C@H]([C@H](CC(=O)OC(C)(C)C)C)NC(CN1C(C(C2=C(C(=CC=C12)C1CC1)F)(C)C)=O)=O